BrC1=NC(=CC=C1NC(C(C)(C)C)=O)C N-(2-bromo-6-methylpyridin-3-yl)-2,2-dimethylpropanamide